1-(Pyrid-3-yl)piperazine N1=CC(=CC=C1)N1CCNCC1